[O-]P([O-])(=O)OP(=O)([O-])[O-].[Sc+3].[Li+] lithium scandium pyrophosphate